[6-[(3-cyclopropyl-1H-pyrazol-5-yl)methyl]-2,6-diazaspiro[3.3]heptan-2-yl]-[6-(3-cyclopropyl-1,2,4-triazol-1-yl)-2-azaspiro[3.3]heptan-2-yl]methanone C1(CC1)C1=NNC(=C1)CN1CC2(CN(C2)C(=O)N2CC3(C2)CC(C3)N3N=C(N=C3)C3CC3)C1